FC1=CN=C2N1C=C(C=C2)C2=CNC=1N=C(N=C(C12)OC)NC1CC(C1)(O)C (1s,3s)-3-((5-(3-fluoroimidazo[1,2-a]pyridin-6-yl)-4-methoxy-7H-pyrrolo[2,3-d]pyrimidin-2-yl)amino)-1-methylcyclobutan-1-ol